CN(CCC=1OC(=C(N1)C(F)(F)F)C=O)C (2-(2-(dimethylamino)ethyl)-4-(trifluoromethyl)oxazol-5-yl)methanone